NC1=NN2C(N=CC=C2)=C1C(=O)NC(C)C1=CC(=C2C=NN(C2=C1OCC)CC#N)Cl 2-amino-N-(1-(4-chloro-1-(cyanomethyl)-7-ethoxy-1H-indazol-6-yl)ethyl)pyrazolo[1,5-a]pyrimidine-3-carboxamide